C(C)(=O)O[C@H]1COCC[C@H]1OC(C)=O (3S,4R)-tetrahydro-2H-pyran-3,4-diyl diacetate